Sulfosuccinate disodium [Na+].[Na+].S(=O)(=O)(O)C(C(=O)[O-])CC(=O)[O-]